((1R)-3-methyl-1-(2-methyl-3-oxo-3-(phenylamino)propanamido)butyl)boronic acid CC(C[C@H](NC(C(C(NC1=CC=CC=C1)=O)C)=O)B(O)O)C